C(#N)C1=C(C=C(C=N1)N1C(N(C2(CCC2)C1=O)C1=CC(=C(C(=O)N(C(OC(C)(C)C)=O)C)C=C1)F)=S)C(F)(F)F tert-butyl N-(4-(7-(6-cyano-5-trifluoromethylpyridin-3-yl)-8-oxo-6-thioxo-5,7-diazaspiro[3.4]-5-octyl)-2-fluorobenzoyl)-N-methylcarbamate